P(=O)(OC(C)(C)C)(OCCCCCCCCCCCCCCCC)[O-].[Na+] Sodium tert-butyl cetyl phosphate